N,N-bis(2-hydroxyethyl)glycine OCCN(CC(=O)O)CCO